2-bromo-4-ethyl-1,3-thiazole-5-carboxylic acid BrC=1SC(=C(N1)CC)C(=O)O